6-bromo-3-((2,3-dimethoxypyridin-4-yl)methyl)-2-methoxyquinoline BrC=1C=C2C=C(C(=NC2=CC1)OC)CC1=C(C(=NC=C1)OC)OC